The molecule is a butan-4-olide having a thiocyanatomethyl group at the 3-position and two methyl substituents at the 5-position. It is a butan-4-olide and a member of thiocyanates. CC1(CC(C(=O)O1)CSC#N)C